(3,5-dimethylphenyl)-3,5-dioxo-2,3,4,5-tetrahydro-1,2,4-triazine CC=1C=C(C=C(C1)C)N1N=CC(NC1=O)=O